7-Bromo-5-methoxy-1,2,3,4-tetrahydroisoquinoline BrC1=CC(=C2CCNCC2=C1)OC